CN(C(CN1N=CC(=C1)C=1C=C(C=C(C1)C1=NN(C=C1)C)[C@@H](C)NC(C1=C(C=CC(=C1)OCCN(C)C)C)=O)=O)C (R)-N-(1-(3-(1-(2-(dimethylamino)-2-oxoethyl)-1H-pyrazol-4-yl)-5-(1-methyl-1H-pyrazol-3-yl)phenyl)ethyl)-5-(2-(dimethylamino)ethoxy)-2-methylbenzamide